CN(CCC=1SC2=C(N1)C=C(C=C2)C2N(CC(CC2)C)C(C(=O)NC2=C1C(=CN=C2)NN=C1)=O)C 2-(2-(2-(2-(dimethylamino)ethyl)benzo[d]thiazol-5-yl)-5-methylpiperidin-1-yl)-2-oxo-N-(1H-pyrazolo[3,4-c]pyridin-4-yl)acetamide